4-((1-(4-Methoxybenzyl)pyrrolidin-3-yl)amino)-N-methyl-1H-pyrrolo[2,3-b]pyridine-5-carboxamide COC1=CC=C(CN2CC(CC2)NC2=C3C(=NC=C2C(=O)NC)NC=C3)C=C1